1-(1-methylcyclobutyl)-1H-imidazole-4-carboxylic acid CC1(CCC1)N1C=NC(=C1)C(=O)O